4-METHYL-6-(4-((6-METHYLPYRIDIN-3-YL)OXY)PIPERIDIN-1-YL)-2-(6-(TRIFLUOROMETHYL)PYRIDIN-3-YL)PYRIMIDINE CC1=NC(=NC(=C1)N1CCC(CC1)OC=1C=NC(=CC1)C)C=1C=NC(=CC1)C(F)(F)F